N-(6-(5-chloro-6-fluoro-7-(tetrahydrofuran-3-yl)-1H-indazol-4-yl)imidazo[1,2-a]pyrazin-2-yl)-2-fluorocyclopropane-1-carboxamide ClC=1C(=C2C=NNC2=C(C1F)C1COCC1)C=1N=CC=2N(C1)C=C(N2)NC(=O)C2C(C2)F